ClC1=C(N(N=C1C)C1=CC(=CC=C1)C(N(C)C1=CC2=C(OCCO2)C=C1)=O)C(=O)OCC ethyl 4-chloro-2-[3-[2,3-dihydro-1,4-benzodioxin-6-yl (methyl) carbamoyl]phenyl]-5-methyl-pyrazole-3-carboxylate